COC1=C(C=CC=C1)C1CCN(CC1)[C@H]1CC2(CN(C2)C=2C=NC(=NC2)C)CC1 (R)-6-(4-(2-methoxyphenyl)piperidin-1-yl)-2-(2-methylpyrimidin-5-yl)-2-azaspiro[3.4]octane